4-butoxy-2,6-difluorobenzaldehyde C(CCC)OC1=CC(=C(C=O)C(=C1)F)F